(9R,13S)-13-{4-[5-chloro-2-(2-methylphenyl)phenyl]-6-oxo-1,6-dihydropyrimidin-1-yl}-3,9-dimethyl-3,4,7,15-tetraazatricyclo[12.3.1.02,6]octadeca-1(18),2(6),4,14,16-pentaen-8-one ClC=1C=CC(=C(C1)C=1N=CN(C(C1)=O)[C@H]1CCC[C@H](C(NC=2C=NN(C2C=2C=CN=C1C2)C)=O)C)C2=C(C=CC=C2)C